C(C)OC1=C2[C@@H](C(=C(NC2=C(C=N1)C)C)C(=O)N1C=NC=C1)C1=C(C=C(C#N)C=C1)OC (4S)-4-[5-ethoxy-3-(1H-imidazole-1-carbonyl)-2,8-dimethyl-1,4-dihydro-1,6-naphthyridin-4-yl]-3-methoxybenzonitrile